COCCCNCCCCCO 5-(3-methoxypropyl)amino-1-pentanol